tert-Butyl (2-((2'-amino-3',5'-dicyano-6'-mercapto-[2,4'-bipyridin]-5-yl)oxy)ethyl)(methyl)carbamate NC1=NC(=C(C(=C1C#N)C1=NC=C(C=C1)OCCN(C(OC(C)(C)C)=O)C)C#N)S